C(C)(C)(C)OC(=O)N([C@@H]1C[C@H](N(C1)C(=O)OCC1=CC=CC=C1)C(=O)OCC1=CC=CC=C1)C Dibenzyl (2S,4R)-4-[Tert-Butoxycarbonyl(Methyl)Amino]Pyrrolidine-1,2-Dicarboxylate